dopamine-d3 N(C(CC1=CC(O)=C(O)C=C1)[2H])([2H])[2H]